2,2,5-tri-methyl-4-phenyl-3-azahexane CC(C)(NC(C(C)C)C1=CC=CC=C1)C